[Ti].[Mo].[V] vanadium molybdenum titanium